tert-Butyl 3-(4-bromophenyl)sulfanylazetidine-1-carboxylate BrC1=CC=C(C=C1)SC1CN(C1)C(=O)OC(C)(C)C